butoxycarbon C(CCC)O[C]